5-[[2-[(2R,5S)-2-(4-Fluoro-1H-Indazol-5-yl)-5-methyl-1-piperidyl]-2-oxo-acetyl]amino]pyridine-3-carboxamide FC1=C2C=NNC2=CC=C1[C@@H]1N(C[C@H](CC1)C)C(C(=O)NC=1C=C(C=NC1)C(=O)N)=O